O[C@@H]1C[C@H](N(C1)C([C@H](C(C)(C)C)N1N=NC(=C1)CN1CCC(CC1)OC)=O)C(=O)NC (2S,4R)-4-hydroxy-1-[(2S)-2-[4-[(4-methoxy-1-piperidyl)methyl]triazol-1-yl]-3,3-dimethyl-butanoyl]-N-methyl-pyrrolidine-2-carboxamide